C(C)(C)(C)OC(=O)N1[C@H](CCC1=O)CO[Si](C1=CC=CC=C1)(C1=CC=CC=C1)C(C)(C)C (2R)-2-[[(tert-butyldiphenylsilyl)oxy]methyl]-5-oxopyrrolidine-1-carboxylic acid tert-butyl ester